OC1=C(C=CC(=C1)C(F)(F)F)C1=C(N=C(N=N1)N1C[C@@H]([C@H](CC1)O)C)C (3S,4S)-1-(6-(2-hydroxy-4-(trifluoromethyl)phenyl)-5-methyl-1,2,4-triazin-3-yl)-3-methylpiperidin-4-ol